S1C(=CC=C1)C=1C2=CC=C(N2)C(=C2C=CC(C(=C3C=CC(=C(C=4C=CC1N4)C=4SC=CC4)N3)C=3SC=CC3)=N2)C=2SC=CC2 5,10,15,20-tetra(2-thienyl)porphyrin